C(C)(C)(C)NS(=O)(=O)C1=CC(=CC=C1)NC1=NC(=NC=C1C)NC1=CC=C(C=C1)OCCN1CCCC1 N-tert-butyl-3-[(5-methyl-2-{4-[2-(pyrrolidin-1-yl)ethoxy]anilino}pyrimidin-4-yl)amino]benzenesulfonamide